C1(CCCC1)N1C(=CC2=C1N=C(N=C2)NC2=NC=C(C=C2)C2CCNCC2)C(=O)N(C)C 7-cyclopentyl-N,N-dimethyl-2-((5-(piperidin-4-yl)pyridin-2-yl)-amino)-7H-pyrrolo[2,3-d]pyrimidine-6-carboxamide